OC1=C(C=C(CC2=C(C=C(OCC(=O)NC(CO)C)C=C2C)C)C=C1)C(C)C (4-(4-hydroxy-3-isopropylbenzyl)-3,5-dimethylphenoxy)-N-(1-hydroxypropan-2-yl)acetamide